BrC1=C(C(=CC=C1)[N+](=O)[O-])N(S(=O)=O)C N-(2-bromo-6-nitrophenyl)-N-methylsulfonamide